N1CCC12CCCC2 azaspiro[3.4]octan